OCC1=C(C=O)OC=C1 (Hydroxymethyl)furfural